3-(3-bromopropoxy)-7-methoxy-2-(4-chlorophenyl)-4H-chromen-4-one BrCCCOC1=C(OC2=CC(=CC=C2C1=O)OC)C1=CC=C(C=C1)Cl